2-((4-(benzyloxy)-3-fluorophenyl)(4-(4-methoxyphenyl)piperazin-1-yl)methyl)-4-chlorophenol C(C1=CC=CC=C1)OC1=C(C=C(C=C1)C(C1=C(C=CC(=C1)Cl)O)N1CCN(CC1)C1=CC=C(C=C1)OC)F